FC(C1=NC=C(C=N1)OB(O)O)(F)F (2-(trifluoromethyl)pyrimidin-5-yl)boric acid